The molecule is an organophosphate oxoanion that is the trianion of ditrans,polycis-tetradecaprenyl diphosphate arising from deprotonation of the diphosphate OH groups; major species at pH 7.3. It is a conjugate base of a ditrans,polycis-tetradecaprenyl diphosphate. CC(=CCC/C(=C/CC/C(=C/CC/C(=C\\CC/C(=C\\CC/C(=C\\CC/C(=C\\CC/C(=C\\CC/C(=C\\CC/C(=C\\CC/C(=C\\CC/C(=C\\CC/C(=C\\CC/C(=C\\COP(=O)([O-])OP(=O)([O-])[O-])/C)/C)/C)/C)/C)/C)/C)/C)/C)/C)/C)/C)/C)C